O=C1NC(CCC1NC=1C=C(C=CC1)NCCCCCCCCCCCCC1=CC(=C2C(N(C(C2=C1)=O)[C@H](CS(=O)(=O)C)C1=CC(=C(C=C1)OC)OCC)=O)NC(C)=O)=O N-{6-[12-({3-[(2,6-Dioxopiperidin-3-yl)amino]phenyl}amino)dodecyl]-2-[(1S)-1-(3-ethoxy-4-methoxyphenyl)-2-methanesulfonylethyl]-1,3-dioxo-2,3-dihydro-1H-isoindol-4-yl}acetamide